tert-butyl 2,2-dimethyl-3-oxopropanoate CC(C(=O)OC(C)(C)C)(C=O)C